tert-butyl-4-oxoazepane-1-carboxylate C(C)(C)(C)OC(=O)N1CCC(CCC1)=O